4-(1-methylpyrazol-4-yl)-N-pentyl-quinoline-2-carboxamide CN1N=CC(=C1)C1=CC(=NC2=CC=CC=C12)C(=O)NCCCCC